phenyl (2,2,3,3,3-pentafluoro-n-propyl) sulfide FC(CSC1=CC=CC=C1)(C(F)(F)F)F